FC1=C(C(=C(C(=C1F)O)F)F)S(=O)(=O)O[Na] (2,3,5,6-tetrafluoro-4-hydroxy-phenyl)sulfonyloxysodium